CC1=CN(C(=C1)C(=O)NCCC(=O)O)O The molecule is a pyrrolecarboxamide obtained by the formal condensation of 1-hydroxy-4-methyl-1H-pyrrole-2-carboxylic acid with the amino group of 3-aminopropanoic acid. It is isolated from the culture broth of Streptomyces sp.USF-6280 and exhibits DPPH radical scavenging activity. It has a role as a metabolite and a radical scavenger. It is a monocarboxylic acid, a N-hydroxypyrrole, a pyrrolecarboxamide and a beta-alanine derivative.